2-(1-hydroxy-2,2-diphenylethyl)piperidine-1-carboxylic acid tert-butyl ester C(C)(C)(C)OC(=O)N1C(CCCC1)C(C(C1=CC=CC=C1)C1=CC=CC=C1)O